C[C@@H]1N(CCN(C1)C)C(=O)OC=1C=C2C(=NC=NC2=CC1OC)C=1C(=NN(C1)C)C(C)C 4-(3-isopropyl-1-methyl-1H-pyrazol-4-yl)-7-methoxyquinazolin-6-yl (S)-2,4-dimethylpiperazine-1-carboxylate